6-(1-(8-(cyclopropylmethyl)-8-azabicyclo[3.2.1]octan-3-yl)piperidin-4-yl)-4-fluoro-1-methyl-2-(4-(methylsulfonyl)phenyl)-1H-benzo[d]imidazole C1(CC1)CN1C2CC(CC1CC2)N2CCC(CC2)C=2C=C(C1=C(N(C(=N1)C1=CC=C(C=C1)S(=O)(=O)C)C)C2)F